(2-(N,N-bis(2,4-dimethoxybenzyl)sulfamoyl)pyridin-4-yl)-2-(4,4-difluoro-3-methylpiperidin-1-yl)-5,5,7,7-tetramethyl-5,6,7,8-tetrahydroquinoline-3-carboxamide COC1=C(CN(S(=O)(=O)C2=NC=CC(=C2)C2=C(C(=NC=3CC(CC(C23)(C)C)(C)C)N2CC(C(CC2)(F)F)C)C(=O)N)CC2=C(C=C(C=C2)OC)OC)C=CC(=C1)OC